1,6-dibromo-3,8-bis(2-(trifluoromethyl)phenyl)pyrene BrC1=CC(=C2C=CC3=C(C=C(C4=CC=C1C2=C34)C3=C(C=CC=C3)C(F)(F)F)Br)C3=C(C=CC=C3)C(F)(F)F